ClC1=NC=CC=C1N[C@H](C)C1=CC(=CC=2C(C=C(OC21)C=2C=NC=CC2)=O)C 8-[(1R)-1-[(2-chloro-3-pyridinyl)amino]ethyl]-6-methyl-2-(3-pyridinyl)benzopyran-4-one